ClC=1N=C2C(=NC1)OC(=C2)C(C)C 2-chloro-6-isopropyl-furo[2,3-b]pyrazine